3-trans-(methoxy-d3)cyclobutan-1-amine C(OC1(CCC1)N)([2H])([2H])[2H]